ClC1=C(C(N)=NO)C=C(C=C1)C(F)(F)F 2-chloro-N'-hydroxy-5-(trifluoromethyl)benzimidamide